N-[4-(6-methoxy-2-pyridyl)-6-phenoxy-pyrimidin-2-yl]benzenesulfonamide COC1=CC=CC(=N1)C1=NC(=NC(=C1)OC1=CC=CC=C1)NS(=O)(=O)C1=CC=CC=C1